FC(C1(CC1)NC(C1=C(C(=C(C=C1)F)F)C)=O)F N-(1-(difluoromethyl)cyclopropyl)-3,4-difluoro-2-methylbenzamide